2-(4-phenoxyphenyl)-7-azaindole O(C1=CC=CC=C1)C1=CC=C(C=C1)C=1NC2=NC=CC=C2C1